C(C1=CC=CC=C1)(=O)NC1CCC=2N(C1)C=C(N2)C(=O)NC[C@@H](CN2CC1=CC=CC=C1CC2)O 6-benzoylamino-N-((S)-3-(3,4-dihydroisoquinolin-2(1H)-yl)-2-hydroxypropyl)-5,6,7,8-tetrahydroimidazo[1,2-a]pyridine-2-carboxamide